methyl 2-(1,3-dimethyl-2-oxo-benzimidazol-5-yl)acetate CN1C(N(C2=C1C=CC(=C2)CC(=O)OC)C)=O